O=C1NC(CCCN1)=O hexahydro-2,7-dioxo-1H-1,3-diazepine